3-((1R,3r)-1-(4-bromo-2,6-difluorophenyl)-3-methyl-3,4-dihydro-1H-pyrido[3,4-b]indol-2(9H)-yl)-2,2-difluoropropan-1-ol BrC1=CC(=C(C(=C1)F)[C@H]1N([C@@H](CC2=C1NC1=CC=CC=C21)C)CC(CO)(F)F)F